(2-(6-methoxypyridin-3-yl)-2,3-dihydrobenzo[b][1,4]dioxin-6-yl)(pyrazolo[1,5-a]pyridin-3-yl)methanol COC1=CC=C(C=N1)C1COC2=C(O1)C=CC(=C2)C(O)C=2C=NN1C2C=CC=C1